N-(3-(4-fluoro-2-methyl-1-(1-methylpiperidin-4-yl)-1H-benzo[d]imidazol-6-yl)-1H-pyrrolo[2,3-b]pyridin-5-yl)-1-methylpiperidine-4-carboxamide FC1=CC(=CC=2N(C(=NC21)C)C2CCN(CC2)C)C2=CNC1=NC=C(C=C12)NC(=O)C1CCN(CC1)C